OC[C@H]1N(CCOC1)C(=O)C1=C(C=CC=C1)CCC#N 3-[2-[(3R)-3-(hydroxymethyl)morpholine-4-carbonyl]phenyl]propionitrile